(S)-7-((6-methylpyridin-2-yl)amino)-5-azaspiro[2.4]heptane-5-carboxylic acid benzyl ester C(C1=CC=CC=C1)OC(=O)N1CC2(CC2)[C@@H](C1)NC1=NC(=CC=C1)C